CC1=CC(=NN1C1=CC=C(C=C1)CN)C(F)(F)F [4-[5-methyl-3-(trifluoromethyl)-1H-pyrazol-1-yl]phenyl]methanamine